5-(5-((6-fluoro-3-methyl-4-oxo-4,5-dihydropyrazolo[1,5-a]quinoxalin-7-yl)methyl)-5,6-dihydropyrrolo[3,4-c]pyrazol-2(4H)-yl)-6-fluoro-N-methylpicolinamide FC1=C2NC(C=3N(C2=CC=C1CN1CC2=NN(C=C2C1)C=1C=CC(=NC1F)C(=O)NC)N=CC3C)=O